BrC1=CN=C(S1)C=1C=CC(=NC1)N 5-(5-bromothiazol-2-yl)pyridin-2-amine